trans-rac-5-((3-fluoropiperidin-4-yl)oxy)-N-(5-fluoroquinolin-6-yl)-7-(1-methyl-1H-pyrazol-4-yl)quinazolin-4-amine HCl Cl.F[C@@H]1CNCC[C@H]1OC1=C2C(=NC=NC2=CC(=C1)C=1C=NN(C1)C)NC=1C(=C2C=CC=NC2=CC1)F |r|